NC1=C(C(=NC=N1)NCC1CCN(CC1)C(C#CC)=O)C1=CC=C(C=C1)OC1=CC=CC=C1 1-(4-(((6-amino-5-(4-phenoxyphenyl)pyrimidin-4-yl)amino)methyl)piperidin-1-yl)but-2-yn-1-one